CC1=CC=C2C(=N1)CC1(CCNCC1)C2N 2-methyl-5,7-dihydrospiro[cyclopenta[b]pyridin-6,4'-piperidin]-5-amine